CN1N=C2C(CN(C=3C(=CC=CC23)NC2=CC(=NC=C2C(=O)NC)NC2=NC(=NC(=C2)C)C)C)=C1 4-((2,5-dimethyl-4,5-dihydro-2H-pyrazolo[4,3-c]quinolin-6-yl)amino)-6-((2,6-dimethylpyrimidin-4-yl)amino)-N-methylnicotinamide